CC1=NC=C(C=C1)C#CC1=CC=CC=C1 2-methyl-5-(phenylethynyl)pyridine